2-Methoxyethyl-[2-({2-chloro-4-fluoro-5-[3-methyl-2,6-dioxo-4-(trifluoromethyl)-3,6-dihydropyrimidine-1(2H)-yl]phenyl}sulfanyl)phenoxy]acetate COCCOC(COC1=C(C=CC=C1)SC1=C(C=C(C(=C1)N1C(N(C(=CC1=O)C(F)(F)F)C)=O)F)Cl)=O